F[C@@H]1CN(CC[C@H]1NC1=NN2C(C=N1)=C(N=C2C2(CCCC2)CC)F)S(=O)(=O)C (3R,4R)-3-fluoro-N-[5-fluoro-7-(1-ethylcyclopentyl)imidazo[4,3-f][1,2,4]triazin-2-yl]-1-methanesulfonylpiperidin-4-amine